FC(C1=NOC(=N1)CC(C(=O)O)=C)(C1=CC=C(C=C1)SC(F)(F)F)F 2-((3-(difluoro(4-((trifluoromethyl)thio)phenyl)methyl)-1,2,4-oxadiazol-5-yl)methyl)acrylic acid